tert-butyl (1S,4R,5S)-1-fluoro-4-(2-(4,4,5,5-tetramethyl-1,3,2-dioxaborolan-2-yl)ethyl)-3,8-diazabicyclo[3.2.1]octane-8-carboxylate F[C@]12CN[C@@H]([C@H](CC1)N2C(=O)OC(C)(C)C)CCB2OC(C(O2)(C)C)(C)C